tert-Butyl [2-({5-(1-methyl-1H-pyrazol-3-yl)-6-[4-(trifluoromethyl)phenoxy] pyridine-3-carbonyl}amino)ethyl]carbamate CN1N=C(C=C1)C=1C=C(C=NC1OC1=CC=C(C=C1)C(F)(F)F)C(=O)NCCNC(OC(C)(C)C)=O